5-[4-amino-5-(trifluoromethyl)pyrrolo[2,1-f][1,2,4]triazin-7-yl]-N-{4-fluoro-1-[(5-fluoropyridin-3-yl)methyl]pyrrolidin-3-yl}-2-methoxypyridine-3-carboxamide NC1=NC=NN2C1=C(C=C2C=2C=C(C(=NC2)OC)C(=O)NC2CN(CC2F)CC=2C=NC=C(C2)F)C(F)(F)F